Methyl (S)-5-(4-amino-2-(2H-tetrazol-5-yl)benzamido)-2-(4-(2-(2,4-diaminopteridin-6-yl)ethyl)benzamido)pentanoate NC1=CC(=C(C(=O)NCCC[C@@H](C(=O)OC)NC(C2=CC=C(C=C2)CCC=2N=C3C(=NC(=NC3=NC2)N)N)=O)C=C1)C=1N=NNN1